C(C)/C(/C(=O)[O-])=C/C(=O)[O-] ethylmaleat